benzyl (3-(trifluoromethoxy)bicyclo[1.1.1]pentan-1-yl)carbamate FC(OC12CC(C1)(C2)NC(OCC2=CC=CC=C2)=O)(F)F